Cl.ClC=1C=CC(=NC1)N1CCC(CC1)N 1-(5-chloropyridin-2-yl)piperidin-4-ylamine hydrochloride